2,4-dinitro-styrene [N+](=O)([O-])C1=C(C=C)C=CC(=C1)[N+](=O)[O-]